ClC=1C=CC(=C(C1)C1=CC(=C(N=N1)SCCO)NC1=CC(=NC=C1)NC1=CC(=C(S1)C(=O)OC)C1CCN(CC1)C)F methyl 5-[(4-{[6-(5-chloro-2-fluorophenyl)-3-[(2-hydroxyethyl)sulfanyl] pyridazin-4-yl]amino}pyridin-2-yl)amino]-3-(1-methylpiperidin-4-yl)thiophene-2-carboxylate